COC(C1=C(C=CC=C1)CN1N=CC(=C1)C1=CN(C(C=C1OCC)=O)C)=O methyl-2-((4-(4-ethoxy-1-methyl-6-oxo-1,6-dihydropyridin-3-yl)-1H-pyrazol-1-yl)methyl)benzoate